Cl.C(#N)C(C(=O)N(CC)CC)=CC1=CC=C2CCNCC2=C1 2-cyano-N,N-diethyl-3-(1,2,3,4-tetrahydroisoquinolin-7-yl)acrylamide hydrochloride